6-chloro-N-(4-(cyanomethoxy)-2,5-difluorophenyl)imidazo[1,5-a]pyridine-3-sulfonamide ClC=1C=CC=2N(C1)C(=NC2)S(=O)(=O)NC2=C(C=C(C(=C2)F)OCC#N)F